C12CN(CCC2C1C(=O)OCC)C(=O)OC(C)(C)C trans-3-tert-butyl 7-ethyl 3-azabicyclo[4.1.0]heptane-3,7-dicarboxylate